FC(CC(C(=O)C1=CC=C(C=C1)C)C1=CC=CC=C1)(C(C(C(F)(F)F)(F)F)(F)F)F 4,4,5,5,6,6,7,7,7-nonafluoro-2-phenyl-1-(4-tolyl)-heptan-1-one